(1R)-(t-butyldimethylsilyloxy)ethyl-(3S)-azetidinone [Si](C)(C)(C(C)(C)C)OCCN1C(CC1)=O